2,2-dimethyl-3-(2-methylprop-1-en-1-yl)cyclopropane-1-carboxylate CC1(C(C1C=C(C)C)C(=O)[O-])C